2-((cis)-6,6-difluorohexahydropyrrolo[3,2-b]pyrrol-1(2H)-yl)-N-(methylsulfonyl)acetamide FC1(CN[C@@H]2[C@H]1N(CC2)CC(=O)NS(=O)(=O)C)F